2,3-dimethyl-4-(piperazin-1-yl)-1H-indole-7-carbonitrile CC=1NC2=C(C=CC(=C2C1C)N1CCNCC1)C#N